CC=1C2=CN(N=C2C=CC1B1OC(C(O1)(C)C)(C)C)C([2H])([2H])[2H] 4-methyl-5-(4,4,5,5-tetramethyl-1,3,2-dioxaborolan-2-yl)-2-(trideuteriomethyl)indazole